C12COCC(CC1)N2C2=NN1C(N=CC=C1)=C2C(=O)O (3-oxa-8-azabicyclo[3.2.1]oct-8-yl)pyrazolo[1,5-a]pyrimidine-3-carboxylic acid